OC(C)(C)C=1N=CC(=NC1)N1C(O[C@@]2(C[C@@H](C3(CC3)CC2)CN2C=NC3=C2C=C(C=C3)C#N)C1)=O (((4s,6s)-9-(5-(2-hydroxy-prop-2-yl)pyrazin-2-yl)-8-oxo-7-oxa-9-azadispiro[2.2.46.23]dodecane-4-yl)methyl)-1H-benzo[d]imidazole-6-carbonitrile